NC1=C2C(=NC=N1)N(N=C2C2=NOC(=C2C2=NC=CC=C2)C2CC2)[C@H]2C[C@@H](CC2)OCCNC(CC)=O N-(2-{[(1R,3R)-3-{4-amino-3-[5-cyclopropyl-4-(pyridin-2-yl)-1,2-oxazol-3-yl]-1H-pyrazolo[3,4-d]pyrimidin-1-yl}cyclopentyl]oxy}ethyl)propanamide